C(C)(C)(C)OC(=O)N(C1=CC(=NC=2N1N=CC2C2CC2)NC[C@@H]2[C@H](CN(CC2)C(=O)OC(C)(C)C)O)CC2=CC=C(C=C2)C2=NC=CC=C2 tert-butyl (3R,4R)-4-(((7-((tert-butoxycarbonyl) (4-(pyridin-2-yl) benzyl) amino)-3-cyclopropylpyrazolo[1,5-a]pyrimidin-5-yl) amino) methyl)-3-hydroxypiperidine-1-carboxylate